OC1C(C(OC(C1O)C)OC1C(C(C(C2=CC=3C(C4=CC(=CC(=C4C(C3C(=C12)O)=O)O)OC)=O)=O)(C)O)OC)OC 4-(4,5-dihydroxy-3-methoxy-6-methyloxan-2-yl)oxy-2,5,7-trihydroxy-3,9-dimethoxy-2-methyl-3,4-dihydrotetracene-1,6,11-trione